C(C)(=O)C1=NN(C2=C(C=C(C=C12)C=1C=NC(=NC1)C)CN(C)C)CC(=O)OC(C)(C)C tert-Butyl 2-(3-acetyl-7-((dimethylamino)methyl)-5-(2-methylpyrimidin-5-yl)-1H-indazol-1-yl)acetate